6-{3,6-diazabicyclo[3.1.1]heptan-3-yl}-N-(3-methyl-4-{[1,2,4]triazolo[1,5-a]pyridin-7-yloxy}phenyl)pyrido[3,2-d]pyrimidin-4-amine C12CN(CC(N1)C2)C=2C=CC=1N=CN=C(C1N2)NC2=CC(=C(C=C2)OC2=CC=1N(C=C2)N=CN1)C